N-methyl-N-pentyl-ethanolamine mono-sodium [Na].CN(CCO)CCCCC